S-(2-(1-carboxy-2-methylpropyl)isoindole-1-yl)-N-acetylcysteine C(=O)(O)C(C(C)C)N1C(=C2C=CC=CC2=C1)SC[C@H](NC(C)=O)C(=O)O